Gold-Potassium Citrate C(CC(O)(C(=O)[O-])CC(=O)[O-])(=O)[O-].[K+].[Au+3]